C(C)(=O)[O-].C(CC)[N+]1=CC=C(C=C1)CCC 1,4-dipropylpyridinium acetate